C(C)C=1C=C(C=C(C1)OC)C1CCC2(CN(C2)C(=O)C2CC(C2)(C)O)CC1 (7-(3-Ethyl-5-methoxyphenyl)-2-azaspiro[3.5]nonan-2-yl)((1s,3s)-3-hydroxy-3-methylcyclobutyl)methanon